tert-butyl 3-[4-[(5-methyl-3-nitro-6-phenyl-2-pyridyl)amino]phenyl]azetidine-1-carboxylate CC=1C=C(C(=NC1C1=CC=CC=C1)NC1=CC=C(C=C1)C1CN(C1)C(=O)OC(C)(C)C)[N+](=O)[O-]